OXO-BENZENEPROPANAL O=C(C=O)CC1=CC=CC=C1